FC=1C(=C(C=O)C(=CC1)F)C 3,6-difluoro-2-methylbenzaldehyde